C(#CC)N1CCN(CC1)C(=O)OC(C)(C)C tert-butyl 4-propynylpiperazine-1-carboxylate